(6S,9R)-N-(3,4-dichlorophenyl)-3-oxo-3,5,6,7,8,9-hexahydro-2H-6,9-epiminocyclohepta-[c]pyridine-10-carboxamide ClC=1C=C(C=CC1Cl)NC(=O)N1[C@@H]2CC=3C(=CNC(C3)=O)[C@H]1CC2